C(CC(C)CCCC(C)CCCC(C)CCCC(C)C)(=O)C(C(=O)O)C(C)CCCC(C)CCCC(C)CCCC(C)C Phytanoyl-(phytanic acid)